C(C)(C)(C)OC(=O)N(C[C@@H](C(=O)O)C1=CC=C(C=C1)Cl)C (S)-3-((tert-butoxycarbonyl)(methyl)amino)-2-(4-chlorophenyl)propanoic acid